6-(2-methyl-8-(trifluoromethyl)imidazo[1,2-a]pyridin-6-yl)-2-(4-methylpiperazin-1-yl)thiazolo[5,4-d]pyrimidin-7(6H)-one CC=1N=C2N(C=C(C=C2C(F)(F)F)N2C=NC3=C(C2=O)N=C(S3)N3CCN(CC3)C)C1